ClC1=CC=C(C=N1)N1N=C2C(=C1)CN(C2=O)C2=CN=C(S2)C 2-(6-chloropyridin-3-yl)-5-(2-methylthiazol-5-yl)-4,5-dihydropyrrolo[3,4-c]pyrazol-6(2H)-one